2-methyl-N-[(1R)-1-(6-methyl-4-oxo-2-thiomorpholino-chromen-8-yl)ethyl]propane-2-sulfinamide CC(C)(C)S(=O)N[C@H](C)C=1C=C(C=C2C(C=C(OC12)N1CCSCC1)=O)C